FC1([C@@H](CN(C1)C)NC1=NN2C(C(=N1)OC)=C(C=C2)C=2C=CC1=C(N(N=N1)CC(C)(F)F)C2)F (R)-N-(4,4-difluoro-1-methylpyrrolidin-3-yl)-5-(1-(2,2-difluoropropyl)-1H-benzo[d][1,2,3]triazol-6-yl)-4-methoxypyrrolo[2,1-f][1,2,4]triazin-2-amine